2,2-bis(2,2-dicarboxyphenyl)propane C(=O)(O)C1(C(C=CC=C1)C(C)(C)C1C(C=CC=C1)(C(=O)O)C(=O)O)C(=O)O